1-(3-(4-chloro-3,5-dimethylphenoxy)propyl)-5-isobutyl-3-methyl-4-tolyl-1H-pyrrole-2-carboxylic acid ClC1=C(C=C(OCCCC2(CC(=C(C(=C2)CC(C)C)N2C(=CC=C2)C(=O)O)C)C)C=C1C)C